COC1=CC=2C(=NC=CC2)N1 methoxy-pyrrolo[2,3-b]pyridine